NC=1SC=C(N1)C=1N=NN(C1)[C@@H]1[C@H]([C@@H](SC=2C(=NC=C(C2)Cl)C#N)O[C@@H]([C@@H]1O)CO)OC 5-chloro-2-cyano-pyridine-3-yl 3-[4-(2-aminothiazol-4-yl)-1H-1,2,3-triazol-1-yl]-3-deoxy-2-O-methyl-1-thio-α-D-galactopyranoside